2-(N-(2-aminoethyl)amino)ethyltrimethoxysilane NCCNCC[Si](OC)(OC)OC